C(C)(C)C1CCC(=CC1SCCC(=O)O)C 3-((6-isopropyl-3-methylcyclohex-2-en-1-yl)thio)propanoic acid